5-(3-ethylpiperidin-4-yl)-5-azaspiro[2.5]octane hydrochloride Cl.C(C)C1CNCCC1N1CC2(CC2)CCC1